ON(C(C1=NC=C(C=C1)NC=1OC(=CN1)C1=CC=C(C=C1)C(F)(F)F)=O)CCC N-hydroxy-N-propyl-5-((5-(4-(trifluoromethyl)phenyl)oxazol-2-yl)amino)picolinamide